FC(OC1=C(C(=C(C=C1)NC=1C2=C(N=CN1)C=CC(=N2)O[C@@H]2CN(CC2)C(C=C)=O)F)F)F (S)-1-(3-((4-((4-(difluoromethoxy)-2,3-difluorophenyl)amino)-pyrido[3,2-d]pyrimidin-6-yl)oxy)pyrrolidin-1-yl)prop-2-en-1-one